((4-(4-((2-cyclopropyl-1H-imidazol-1-yl)methyl)phenyl)-2-propylthiazol-5-yl)sulfonyl)carbamate C1(CC1)C=1N(C=CN1)CC1=CC=C(C=C1)C=1N=C(SC1S(=O)(=O)NC([O-])=O)CCC